BrC=1C(N(C(=CC1OCC1=C(C=C(C=C1)F)F)C)C=1C=C(C(=O)NC)C=CC1C)=O 3-[3-bromo-4-[(2,4-difluorophenyl)-methoxy]-6-methyl-2-oxo-1(2H)-pyridinyl]-N,4-dimethyl-benzamide